2-(4-hydroxyphenylimino)-4-phenylthiazole OC1=CC=C(C=C1)N=C1SC=C(N1)C1=CC=CC=C1